4-(4-fluoro-1-isopropyl-2-methyl-1H-benzo[d]imidazole-6-yl)-2-(methylthio)pyrimidin-5-carbonitrile FC1=CC(=CC=2N(C(=NC21)C)C(C)C)C2=NC(=NC=C2C#N)SC